2-(4-cyano-2-fluorophenyl)propionic acid C(#N)C1=CC(=C(C=C1)C(C(=O)O)C)F